5-bromo-1-(1,1-difluoroethyl)-2-fluoro-3-(methoxymethoxy)benzene sodium [Na].BrC=1C=C(C(=C(C1)C(C)(F)F)F)OCOC